(1R,3R,5S)-N-(2-methoxyethyl)-3-methyl-5-(8-(trifluoromethyl)quinoxalin-5-yl)cyclohexylamine COCCN[C@@H]1C[C@@H](C[C@@H](C1)C1=C2N=CC=NC2=C(C=C1)C(F)(F)F)C